COC=1C=C(C=CC1)NC(NC(C(=O)N)CC1=CC=CC=C1)=O 2-(3-(3-methoxyphenyl)ureido)-3-phenylpropanamide